C(C)NC1=CC(N2CCC[C@@H]12)=O (S)-1-(ethylamino)-5,6,7,7a-tetrahydro-3H-pyrrolizin-3-one